FC1(CCC(CC1)[C@H](NC(=O)C1=CC=NN1CC)C=1N=C2N(N=C(C(=C2)C(=C)C)CC2C(NC[C@@H](C2)C(F)(F)F)=O)C1)F N-((1S)-(4,4-difluorocyclohexyl)(6-(((5R)-2-oxo-5-(trifluoromethyl)piperidin-3-yl)methyl)-7-(prop-1-en-2-yl)imidazo[1,2-b]pyridazin-2-yl)methyl)-1-ethyl-1H-pyrazole-5-carboxamide